BrC1=CN=C(S1)C1=CC(=C(N)C=C1)C 4-(5-bromothiazol-2-yl)-2-methyl-aniline